2-[2-[2-[2-(2-methoxyethoxy)ethoxy]ethoxy]ethoxy]acetic acid COCCOCCOCCOCCOCC(=O)O